C1(CC1)CN1C(=CC=C1C=1C=NC=CC1)C1=NC2=C(N1C)C=CC(=C2)C(=O)N2C[C@@H](CCC2)N (3R)-1-{2-[1-(Cyclopropylmethyl)-5-(pyridin-3-yl)-1H-pyrrol-2-yl]-1-methyl-1H-1,3-benzodiazole-5-carbonyl}piperidin-3-amine